C[Si](OCC)(OCC)CCCNC(NCCC[Si](C)(OCC)OCC)C(C)SCCC[Si](OC)(OC)OC trimethoxysilylpropyl bis(methyldiethoxysilylpropylamino)methylethyl sulfide